S(OC1=CC=C(C=C1)OCC1=C(C=C(C=C1F)C=1NC=CN1)F)(=O)(=O)F 4-((2,6-difluoro-4-(1H-imidazol-2-yl)benzyl)oxy)phenyl sulfurofluoridate